(3-chloro-4-fluorophenyl)(5-methyl-4-(methylsulfonyl)-1-((2-(trimethylsilyl)eth-oxy)methyl)-1H-imidazol-2-yl)methyl diisopropylcarbamate C(C)(C)N(C(OC(C=1N(C(=C(N1)S(=O)(=O)C)C)COCC[Si](C)(C)C)C1=CC(=C(C=C1)F)Cl)=O)C(C)C